ClC1=CC(=CC(=N1)N1CCN(CC1)S(=O)(=O)C1=CC2=C(N3C(CO2)CCC3=O)C=C1)C(F)(F)F 7-[4-[6-Chloro-4-(trifluoromethyl)-2-pyridyl]piperazin-1-yl]sulfonyl-2,3,3a,4-tetrahydropyrrolo[2,1-c][1,4]benzoxazin-1-one